4-amino-8-azadispiro[2.1.55.23]dodecane NC1C2(CC2)CCC12CCNCC2